6-Chloro-3-(4'-(difluoromethyl)-[1,1'-biphenyl]-4-yl)-7-methoxy-2-methylquinolin-4(1H)-one ClC=1C=C2C(C(=C(NC2=CC1OC)C)C1=CC=C(C=C1)C1=CC=C(C=C1)C(F)F)=O